3-(((4-((4-(4-(2-(dimethylamino)ethyl)piperazin-1-yl)-5-methoxy-6-((5-methyl-1H-pyrazol-3-yl)amino)pyrimidin-2-yl)thio)-3-fluorophenyl)sulfonyl)methyl)-2-fluorobenzonitrile CN(CCN1CCN(CC1)C1=NC(=NC(=C1OC)NC1=NNC(=C1)C)SC1=C(C=C(C=C1)S(=O)(=O)CC=1C(=C(C#N)C=CC1)F)F)C